N[C@H]1[C@@H](CN(CC1)C1=NC=2CN3[C@@H](CN(C[C@@H]3C2C=C1)C1=C2C=CC(=NC2=C(C=C1)C#N)[2H])C)OC 5-[(2s,6R)-11-[(3R,4R)-4-amino-3-methoxy-1-piperidyl]-6-methyl-4,7,10-triazatricyclo[7.4.0.02,7]trideca-1(9),10,12-trien-4-yl]-2-deuterio-quinoline-8-carbonitrile